isopropyl ((benzyloxy)(phenoxy)phosphoryl)-L-alaninate C(C1=CC=CC=C1)OP(=O)(OC1=CC=CC=C1)N[C@@H](C)C(=O)OC(C)C